tert-butyl (2S)-2-(cyanomethyl)-4-(2-(methylsulfinyl)-7-(8-((triisopropylsilyl)ethynyl)naphthalen-1-yl)-7,8-dihydro-5H-pyrano[4,3-d]pyrimidin-4-yl)piperazine-1-carboxylate C(#N)C[C@@H]1N(CCN(C1)C=1C2=C(N=C(N1)S(=O)C)CC(OC2)C2=CC=CC1=CC=CC(=C21)C#C[Si](C(C)C)(C(C)C)C(C)C)C(=O)OC(C)(C)C